FC=1C=C(C=CC1F)/C=C/C(=O)C1=CC=C(C=C1)O (E)-3-(3,4-Difluorophenyl)-1-(4-hydroxyphenyl)prop-2-en-1-one